6-methylquinoline CC=1C=C2C=CC=NC2=CC1